N-(2-(1-(3,4-dichlorophenyl)cyclopropyl)propan-2-yl)-4-(trifluoromethoxy)benzenesulfonamide ClC=1C=C(C=CC1Cl)C1(CC1)C(C)(C)NS(=O)(=O)C1=CC=C(C=C1)OC(F)(F)F